(E)-3-(4-(allyloxy)-3-methoxyphenyl)-1-(4-(4-fluorobenzyl)piperazin-1-yl)prop-2-en-1-one C(C=C)OC1=C(C=C(C=C1)/C=C/C(=O)N1CCN(CC1)CC1=CC=C(C=C1)F)OC